N-(1,3-dimethyl-1H-pyrazol-4-yl)-4-methylpiperidine-4-carboxamide trifluoroacetate FC(C(=O)O)(F)F.CN1N=C(C(=C1)NC(=O)C1(CCNCC1)C)C